(R)-5-Oxopyrrolidine-3-carboxylic acid [1-phenyl-5-(3-trifluoromethoxyphenyl)-1H-pyrazol-3-yl]amide C1(=CC=CC=C1)N1N=C(C=C1C1=CC(=CC=C1)OC(F)(F)F)NC(=O)[C@H]1CNC(C1)=O